4-cyclopentyl-3-(2-{[4-(piperazin-1-yl)phenyl]amino}-5-[2-(triisopropylsilyl)ethynyl]pyrido[2,3-d]pyrimidin-7-yl)-1,3-oxazolidin-2-one C1(CCCC1)C1N(C(OC1)=O)C=1C=C(C2=C(N=C(N=C2)NC2=CC=C(C=C2)N2CCNCC2)N1)C#C[Si](C(C)C)(C(C)C)C(C)C